O1C=C(C=C1)C(CS(=O)(=O)C1=CC=C(C)C=C1)=O 1-(furan-3-yl)-2-p-toluenesulfonyl-ethanone